tert-butyl 4-({6,7-dimethoxy-1H,2H,3H-cyclopenta[b]quinolin-9-yl}amino)piperidine-1-carboxylate COC=1C(=CC=2C(=C3C(=NC2C1)CCC3)NC3CCN(CC3)C(=O)OC(C)(C)C)OC